N1(CCCCC1)C1=NC=C(C=C1)B1OC(C(O1)(C)C)(C)C 2-(1-piperidyl)-5-(4,4,5,5-tetramethyl-1,3,2-dioxaborolan-2-yl)pyridine